ClC=1C=C(C=CC1F)NC1=NC=NC2=CC(=C(C=C12)O)OC N-(3-chloro-4-fluorophenyl)-7-methoxy-6-hydroxyquinazoline-4-amine